C1(CC1)OC1=NC=C(C=C1C=1C=NN2C1N=C(C(=C2)F)N2CCN(CC2)C(=O)OC(C)(C)C)F tert-butyl 4-[3-[2-(cyclopropoxy)-5-fluoro-3-pyridyl]-6-fluoro-pyrazolo[1,5-a]pyrimidin-5-yl]piperazine-1-carboxylate